C(C)(C)(C)OC(=O)N1[C@H]2[C@@H](N(CC1)C1=NC(=CC=C1)OCC1=C(C=C(C=C1)Cl)F)COC2.NCC(C(=O)NC=2C=C1C=CN=CC1=CC2)C2=CC=C(C=C2)Cl |r| 3-amino-2-(4-chlorophenyl)-N-(isoquinolin-6-yl)propanamide rac-tert-Butyl-(4aR,7aS)-4-(6-((4-chloro-2-fluorobenzyl)oxy)pyridin-2-yl)hexahydrofuro[3,4-b]pyrazine-1(2H)-carboxylate